[N+](=O)([O-])C1=CC=C(C=C1)C=1N=C(N(N1)C1=CC=C(C=C1)OC(F)(F)F)NC(C)=O N-[5-(4-Nitrophenyl)-2-[4-(trifluoromethoxy)phenyl]-1,2,4-triazol-3-yl]acetamid